(R)-5-(1-acetylpiperidin-4-yl)-4,5-dihydroisoxazol C(C)(=O)N1CCC(CC1)[C@H]1CC=NO1